cis-4-nitrophenyl 3-((6-fluoro-1,1-dioxido-2,3-dihydrobenzo[d]isothiazol-5-yl) amino)-5-(3-(((4-nitrophenoxy) carbonyl) oxy) cyclopentyl)-1H-pyrazole-1-carboxylate FC1=CC2=C(CNS2(=O)=O)C=C1NC1=NN(C(=C1)[C@@H]1C[C@@H](CC1)OC(=O)OC1=CC=C(C=C1)[N+](=O)[O-])C(=O)OC1=CC=C(C=C1)[N+](=O)[O-]